C(C1=CC=CC=C1)(=O)C1=C(C(C(=O)O)=CC=C1)O 3-benzoylsalicylic acid